1-(2'-aminoethyl)-3-vinylimidazolium bromide [Br-].NCCN1C=[N+](C=C1)C=C